3-(5-iodo-6-methoxy-2H-indazol-2-yl)cyclohexane-1-one IC1=CC2=CN(N=C2C=C1OC)C1CC(CCC1)=O